(S)-3-(1-(4-(2-(1,4-dimethyl-1H-pyrazol-5-yl)-5-fluoropyridin-4-yl)piperazine-1-carbonyl)-4,5-dihydro-1H-pyrazol-5-yl)-5-fluorobenzonitrile CN1N=CC(=C1C1=NC=C(C(=C1)N1CCN(CC1)C(=O)N1N=CC[C@H]1C=1C=C(C#N)C=C(C1)F)F)C